FC(CCC1=NN(C=C1C(=O)NC1CCC(CC1)NC1=CC=CC=2N1C=C(N2)C(F)F)C)F 3-(3,3-difluoropropyl)-1-methyl-N-[(1s,4s)-4-{[2-(difluoromethyl)imidazo[1,2-a]pyridin-5-yl]amino}cyclohexyl]-1H-pyrazole-4-carboxamide